C(C)(=O)C1=CC(=NO1)C(=O)NC=1C=NN(C1)CC1=C(C=C(C=C1)C(F)(F)F)C(F)(F)F 5-acetyl-N-(1-(2,4-bis(trifluoromethyl)benzyl)-1H-pyrazol-4-yl)isoxazole-3-carboxamide